2'-(4,4-difluoro-6-methylcyclohex-1-en-1-yl)-3-fluoro-[2,4'-bipyridin]-3'-amine FC1(CC=C(C(C1)C)C1=NC=CC(=C1N)C1=NC=CC=C1F)F